C(C)OC1=C(O[C@H]2CN(CCC2)C2=CN=CC(=N2)NC2=NC=C(C(=O)O)C=C2)C=CC=C1 (R)-6-((6-(3-(2-ethoxyphenoxy)piperidin-1-yl)pyrazin-2-yl)amino)nicotinic acid